C(CCC)P(C12CC3CC(CC(C1)C3)C2)C23CC1CC(CC(C2)C1)C3 n-butyl-di(1-adamantanyl)phosphine